2-chloro-6,7-dihydro-5H-cyclopenta[b]pyridin-5-one ClC1=CC=C2C(=N1)CCC2=O